NC1=NC=NN2C1=C(C=C2C=2C=CC(=C(C(=O)N[C@@H]1CN(C[C@@H]1F)C(C1=C(C=CC=C1)F)=O)C2)OCC)C(F)(F)F 5-[4-amino-5-(trifluoromethyl)pyrrolo[2,1-f][1,2,4]triazin-7-yl]-2-ethoxy-N-[(3R,4S)-4-fluoro-1-(2-fluorobenzoyl)pyrrolidin-3-yl]benzamide